2-[(2R,4S,5R)-1-(2,4-Dichlorophenyl)-5-hydroxy-2,6,6-trimethylheptan-4-yl]-2,4-dihydro-3H-1,2,4-triazol-3-thion ClC1=C(C=CC(=C1)Cl)C[C@H](C[C@@H]([C@@H](C(C)(C)C)O)N1N=CNC1=S)C